S1C2=C(CC1)C=C(C=C2)C(C(C)NC)(F)F 1-(2,3-dihydrobenzo[b]thiophen-5-yl)-1,1-difluoro-N-methylpropan-2-amine